OC(C)(C)C1=CC(=NC=C1)C(=O)NC1=CC(=C(C=C1)C)C1=CC2=C(N=C(N=C2)NC=2C=NN(C2)C)N2C1=NCC2 4-(2-hydroxy-prop-2-yl)-N-(4-methyl-3-(2-((1-methyl-1H-pyrazol-4-yl)amino)-8,9-dihydroimidazo[1',2':1,6]pyrido[2,3-d]pyrimidin-6-yl)phenyl)pyridineamide